COC1=CC(=C(C=N1)N)C 6-methoxy-4-methylpyridin-3-amine